O1CC(CC1)C(C)=O 1-(tetrahydrofuran-3-yl)ethanone